CN1C([C@H](OC(N2CCC3(OC(NC=4N=CC(/C=C/COCCOCCC1)=CC34)=O)CC2)=O)CC=2C=C3C=NNC3=C(C2)C)=O (7r,18e)-9-methyl-7-[(7-methyl-1H-indazol-5-yl)methyl]-6,13,16,26-tetraoxa-4,9,22,24-tetraazatetracyclo[18.6.2.21,4.023,27]triacontane-18,20(28),21,23(27)-tetraen-5,8,25-trione